C1(CC1)C=1C(=C(C(=O)OC)C=C(N1)C)NC(CC(=O)OCC)=O methyl 2-cyclopropyl-3-(3-ethoxy-3-oxopropanamido)-6-methylisonicotinate